C(C)(C)(C)OC(=O)O[C@@H]1[C@H]([C@H](N(C1)C(=O)OC(C)(C)C)CC1=CC=C(C=C1)OC)OC(=O)NNC(CC1=CC=CC=C1)=O tert-butyl (2R,3S,4S)-4-[(tert-butoxycarbonyl)oxy]-2-[(4-methoxy phenyl)methyl]-3-{[(2-phenylacetohydrazido)carbonyl]oxy}pyrrolidine-1-carboxylate